(S)-3-(6-chloro-4-(2,6-dimethylphenyl)pyridin-2-yl)-3-((S*)-4-methyl-2-(2-oxopyridin-1(2H)-yl)pentanamido)propanoic acid ClC1=CC(=CC(=N1)[C@H](CC(=O)O)NC([C@H](CC(C)C)N1C(C=CC=C1)=O)=O)C1=C(C=CC=C1C)C |o1:14|